(3R,5R)-5-methylpiperidin-3-ol C[C@@H]1C[C@H](CNC1)O